ethyl 4-[3-(3-aminophenyl)-4,4,4-trifluoro-3-hydroxy-but-1-ynyl]-2,6-dimethyl-7-oxo-1H-pyrrolo[2,3-c]pyridine-3-carboxylate NC=1C=C(C=CC1)C(C#CC=1C2=C(C(N(C1)C)=O)NC(=C2C(=O)OCC)C)(C(F)(F)F)O